2-ethyl-7-(2-hydroxyethyl-amino)-5-[7-(1-methylpyrazol-4-yl)imidazo[1,2-a]pyridin-3-yl]isoindolin-1-one C(C)N1C(C2=C(C=C(C=C2C1)C1=CN=C2N1C=CC(=C2)C=2C=NN(C2)C)NCCO)=O